2-((1H-pyrazol-3-yl)methyl)-4-methyl-6-(pyridin-2-ylmethyl)-4H-thiazolo[5',4':4,5]pyrrolo[2,3-d]pyridazin-5(6H)-one N1N=C(C=C1)CC=1SC2=C(N(C=3C(N(N=CC32)CC3=NC=CC=C3)=O)C)N1